C(N)(=O)N1C[C@@H]([C@H](C1)F)NC(=O)[C@@H]1CC[C@H]2N1C([C@H](CCCC2)NC(=O)C2=CC1=C(S2)C=CC(=C1)C(F)P(O)(O)=O)=O ((2-(((3S,6S,10aS)-3-(((3S,4S)-1-carbamoyl-4-fluoropyrrolidin-3-yl)carbamoyl)-5-oxodecahydropyrrolo[1,2-a]azocin-6-yl)carbamoyl)benzo[b]thiophen-5-yl)fluoromethyl)phosphonic acid